NC1=C2C(=NC=N1)N(N=C2C2=CC=C(C=C2)OC2=CC=CC=C2)C2CCN(CC2)C2CCN(CC2)CCCN2CCN(CC2)C=2C=C1CN(C(C1=CC2)=O)C2C(NC(CC2)=O)=O 3-(5-(4-(3-(4-(4-amino-3-(4-phenoxyphenyl)-1H-pyrazolo[3,4-d]pyrimidin-1-yl)-[1,4'-bipiperidin]-1'-yl)propyl)piperazin-1-yl)-1-oxoisoindolin-2-yl)piperidine-2,6-dione